4-((2-((1H-pyrazol-3-yl)methyl)-4-methyl-5-oxo-4H-thiazolo[5',4':4,5]pyrrolo[2,3-d]pyridazin-6(5H)-yl)methyl)oxazole-5-carboxamide N1N=C(C=C1)CC=1SC2=C(N(C=3C(N(N=CC32)CC=3N=COC3C(=O)N)=O)C)N1